COC(=O)C=1C=C2C(=C(NC2=C(C1)NS(=O)(=O)C1=CC=CC=C1)C)C(C)=O 3-acetyl-2-methyl-7-(phenylsulfonylamino)-1H-indole-5-carboxylic acid methyl ester